ClC1=NN2C(N=CC(=C2[C@H]([C@H](C)OC)OC)NC(=O)NC=2C=NC(=C(C2)C#N)OC)=C1 1-(2-chloro-7-((1r,2s)-1,2-dimethoxypropyl)pyrazolo[1,5-a]pyrimidin-6-yl)-3-(5-cyano-6-methoxypyridin-3-yl)urea